C(C1=CC=CC=C1)N1N=C(C=C1)C(=O)NC=1C=NC(=C(C1)S(NC1=CC=C(C=C1)Cl)(=O)=O)OC 1-benzyl-N-(5-(N-(4-chlorophenyl)sulfamoyl)-6-methoxypyridin-3-yl)-1H-pyrazole-3-carboxamide